C(CCCCCCCCCCCCC)(=O)OCC(C)(CO)C neopentyl glycol monomyristate